N1(CCCC2=CC=CC=C12)S(=O)(=O)C1=CC=C(C(=O)NC=2SC3=C(N2)C=CC(=C3)C)C=C1 4-(3,4-dihydroquinolin-1(2H)-ylsulfonyl)-N-(6-methylbenzo[d]thiazol-2-yl)benzamide